[V].[As] arsenic-vanadium